C(C)(C)(C)OC(NCCC1=CC(=CC=C1)C=1C=NN(C1)C1=CC=C(C=C1)F)=O 3-(1-(4-Fluorophenyl)-1H-pyrazol-4-yl)phenethyl-carbamic acid tert-butyl ester